C1=CC=C2C(=C1)C=CC3=C2C=CPO3 DIHYDROOXAPHOSPHAPHENANTHRENE